N-(4-cyclobutylphenyl)-2-[(1-methyl-1H-tetrazol-5-yl)sulfanyl]-5-nitrobenzamide C1(CCC1)C1=CC=C(C=C1)NC(C1=C(C=CC(=C1)[N+](=O)[O-])SC1=NN=NN1C)=O